NC1=C(C(=O)NC2CC2)C=C(C=N1)C1=C(C(=C(C=C1)NC(C(O)C1=CC(=CC(=C1)F)F)=O)F)C 2-amino-N-cyclopropyl-5-(4-(2-(3,5-difluorophenyl)-2-hydroxyacetamido)-3-fluoro-2-methylphenyl)nicotinamide